(Z)-tetradec-7-en-1-yl acetate C(C)(=O)OCCCCCC\C=C/CCCCCC